7-(6-hydroxyhexyloxy)coumarin OCCCCCCOC1=CC=C2C=CC(OC2=C1)=O